CN(CCN(CCC(=O)[O-])CCC(=O)[O-])CCNCCC(OCCSSCCCCCCCCCCCC)=O ((3-methyl-9-oxo-10-oxa-13,14-dithia-3,6-diazahexacosyl)azanediyl)dipropionate